benzyl-N-(3-(hydroxymethyl)oxetan-3-yl)-4-methylbenzenesulfonamide C(C1=CC=CC=C1)C1=C(C=CC(=C1)C)S(=O)(=O)NC1(COC1)CO